CS(=O)(=NC1=NC(=NC(=C1)N1[C@@H](COCC1)C)C1=C2C(=NC=C1)NC=C2)C=2C=NN(C2)C Methyl(1-methyl-1H-pyrazol-4-yl)((6-((R)-3-methylmorpholino)-2-(1H-pyrrolo[2,3-b]-pyridin-4-yl)pyrimidin-4-yl)imino)-λ6-sulfanone